S(OC1=CC=C(C=C1)OCC1=C(C=C(C=C1F)N1C=NN=C1)F)(=O)(=O)F 4-((2,6-difluoro-4-(4H-1,2,4-triazol-4-yl)benzyl)oxy)phenyl sulfurofluoridate